1-ethyl-3-methylimidazole hydroxide [OH-].C(C)N1CN(C=C1)C